O.O.C(C(O)C)(=O)O lactic acid dihydrate